3-(2-chloro-5-(trifluoromethyl)pyrimidin-4-yl)-7-(1,1-dioxido-1,2-thiazinan-2-yl)-1H-indole-6-carbonitrile ClC1=NC=C(C(=N1)C1=CNC2=C(C(=CC=C12)C#N)N1S(CCCC1)(=O)=O)C(F)(F)F